7-ethynyl-2H,3H,4H-pyrido[3,2-b][1,4]oxazine C(#C)C1=CC=2OCCNC2N=C1